ClC1=C(C=CC=C1)C(C(=O)C1=CC=CC=C1)=O chlorodiphenylethanedione